ClC1=C(C=C2CCN(C2=C1)C1=NC=NC2=CC=C(C=C12)C=1C=NC=C(C1)C1=NN=CN1)F 4-(6-chloro-5-fluoro-indolin-1-yl)-6-[5-(4H-1,2,4-triazol-3-yl)-3-pyridyl]quinazoline